methyl 3-(((1-ethyl-1H-imidazol-5-yl) methyl) amino)-4-nitrobenzoate C(C)N1C=NC=C1CNC=1C=C(C(=O)OC)C=CC1[N+](=O)[O-]